pinanediol hydrochloride Cl.C12(C(CCC(C1(C)C)C2)(C)O)O